tert-Butyl 4-((1,3-dioxooctahydro-2H-isoindol-2-yl)methyl)-3-(trifluoromethyl)piperidine-1-carboxylate O=C1N(C(C2CCCCC12)=O)CC1C(CN(CC1)C(=O)OC(C)(C)C)C(F)(F)F